[Si](C)(C)(C(C)(C)C)OC=1C=C(C=C(C1O[Si](C)(C)C(C)(C)C)O[Si](C)(C)C(C)(C)C)CNCC1=CC(=C(C(=C1)O[Si](C)(C)C(C)(C)C)O[Si](C)(C)C(C)(C)C)O[Si](C)(C)C(C)(C)C 1-[3,4,5-Tris[[tert-butyl(dimethyl)silyl]oxy]phenyl]-N-[[3,4,5-tris[[tert-butyl(dimethyl)silyl]oxy]phenyl]methyl]methanamine